2,2-difluoro-N-(tetrahydrofuran-3-yl)benzo[d][1,3]dioxol-5-amine FC1(OC2=C(O1)C=CC(=C2)NC2COCC2)F